2-tetradecyl-decanol C(CCCCCCCCCCCCC)C(CO)CCCCCCCC